1-{4-[(4-phenylphenyl)sulfamoyl]phenyl}-3-(pyridin-3-ylmethyl)urea C1(=CC=CC=C1)C1=CC=C(C=C1)NS(=O)(=O)C1=CC=C(C=C1)NC(=O)NCC=1C=NC=CC1